FC1=C2CN(C(C2=CC=C1O[C@@H]1[C@H](CCCC1)N1CC(C1)C1=CC=CC=C1)=O)C1C(NC(CC1)=O)=O 3-(4-fluoro-1-oxo-5-(((1S,2S)-2-(3-phenylazetidin-1-yl)cyclohexyl)oxy)isoindolin-2-yl)piperidine-2,6-dione